C1(CC1)CN1CCC2(C[C@@H]2C(=O)N[C@@H](CCCCCC(CC)=O)C=2OC(=CN2)C=2C=C3C=CC(N(C3=CC2F)C)=O)CC1 (S)-6-(Cyclopropylmethyl)-N-((S)-1-(5-(7-fluoro-1-methyl-2-oxo-1,2-dihydrochinolin-6-yl)oxazol-2-yl)-7-oxononyl)-6-azaspiro[2.5]octan-1-carboxamid